4-((2-(2,6-dioxopiperidin-3-yl)-1-oxoisoindolin-4-yl)amino)butyric acid O=C1NC(CCC1N1C(C2=CC=CC(=C2C1)NCCCC(=O)O)=O)=O